CN(C/C=C/C(=O)OC)CCOCCOCCOCCOCCOCCOCCOCCOCCOS(=O)(=O)C1=CC=C(C=C1)C methyl (E)-4-[methyl-[2-[2-[2-[2-[2-[2-[2-[2-[2-(p-tolylsulfonyloxy)ethoxy]ethoxy]ethoxy]ethoxy] ethoxy] ethoxy]ethoxy]ethoxy]ethyl]amino]but-2-enoate